C(C)(C)(C)[S@@](=O)N1CC=2C=NC(=CC2C1)C(=O)N 2-((R)-tert-butylsulfinyl)-2,3-dihydro-1H-pyrrolo[3,4-c]pyridine-6-carboxamide